(1S,2R,5S)-5-methyl-2-(propan-2-yl)cyclohexan-1-ol C[C@H]1CC[C@@H]([C@H](C1)O)C(C)C